4-acetamido-4'-isothiocyanatostilbene-2,2'-disulphonic acid C(C)(=O)NC=1C=C(C(=CC1)C=CC=1C(=CC(=CC1)N=C=S)S(=O)(=O)O)S(=O)(=O)O